ClC1=CC(=C(C=C1)[C@@]1(OC2=C(O1)C=CC=C2C2CCN(CC2)CC=2N(C(=C(N2)C)/C=C(\C(=O)OCC)/F)C[C@H]2OCC2)C)F ethyl (E)-3-(2-((4-((S)-2-(4-chloro-2-fluorophenyl)-2-methylbenzo[d][1,3]dioxol-4-yl)piperidin-1-yl)methyl)-4-methyl-1-(((S)-oxetan-2-yl)methyl)-1H-imidazol-5-yl)-2-fluoroacrylate